2-(2-methoxyphenyl)-4-[[4-(4-methoxyphenyl)-1-piperazinyl]carbonyl]-1(2H)-phthalazinone COC1=C(C=CC=C1)N1C(C2=CC=CC=C2C(=N1)C(=O)N1CCN(CC1)C1=CC=C(C=C1)OC)=O